(S)-N-(1-cyanocyclopropyl)-4-methyl-2-(((S)-2,2,2-trifluoro-1-(8-methoxydibenzo[b,d]furan-3-yl)ethyl)amino)pentanamide trifluoroacetate FC(C(=O)O)(F)F.C(#N)C1(CC1)NC([C@H](CC(C)C)N[C@H](C(F)(F)F)C=1C=CC2=C(OC3=C2C=C(C=C3)OC)C1)=O